4-((1-Methyl-1H-pyrazolo[3,4-b]pyridin-3-yl)amino)-N-(4-(4-methylpiperazin-1-yl)phenyl)-2-oxo-1,2-dihydropyridine-3-carboxamide CN1N=C(C=2C1=NC=CC2)NC2=C(C(NC=C2)=O)C(=O)NC2=CC=C(C=C2)N2CCN(CC2)C